3,8-diazabicyclo[3.2.1]octane-8-carboxylic acid dodecyl ester C(CCCCCCCCCCC)OC(=O)N1C2CNCC1CC2